FC(C=1C=C(C=C(C1)C(F)(F)F)NC(C(C)Cl)=O)(F)F N-(3,5-bis(trifluoromethyl)phenyl)-2-chloropropanamide